[N-]=C=O.[N-]=C=O.O(C1=CC=CC=C1)C1=CC=C(C=C1)C(C)(C)C1=CC=C(C=C1)OC1=CC=CC=C1 [2,2-bis(4-phenoxyphenyl)propane] diisocyanate